methyl 3-bromo-5-(5-methyl-1-((2-(trimethylsilyl)ethoxy)methyl)-1H-pyrazol-4-yl)thiophene-2-carboxylate BrC1=C(SC(=C1)C=1C=NN(C1C)COCC[Si](C)(C)C)C(=O)OC